C(#N)C1=CC=C(COC2=CC=CC(=N2)N2CCN(CC2)CC2=NC3=C(N2CCOC)C=C(C=C3)C(=O)O)C=C1 2-[(4-{6-[(4-cyanobenzyl)oxy]pyridin-2-yl}piperazin-1-yl)methyl]-1-(2-methoxyethyl)-1H-benzimidazole-6-carboxylic acid